((4-(6-methyl-2,6-diazaspiro[3.3]hept-2-yl)phenyl)amino)-1,2-dihydro-3H-pyrazolo[3,4-d]pyrimidin-3-one CN1CC2(CN(C2)C2=CC=C(C=C2)NN2NC(C=3C2=NC=NC3)=O)C1